(E)-4-(2-Bromovinyl)piperidine-1-carboxylic acid tert-butyl ester C(C)(C)(C)OC(=O)N1CCC(CC1)\C=C\Br